C(#N)CC1=NC(=CC(=C1)C(=O)OC)C(F)(F)F methyl 2-(cyanomethyl)-6-(trifluoromethyl)pyridine-4-carboxylate